dimethylbis(thietanylthio)tin C[Sn](SC1SCC1)(SC1SCC1)C